para-Ethylstyrol C(C)C1=CC=C(C=C)C=C1